C1=C(C=CC2=CC=CC=C12)CCl β-naphthylmethyl chloride